3-(4-((4-((4-((3-Benzyl-9-methyl-4H,6H-thieno[2,3-e][1,2,4]triazolo[3,4-c][1,4]oxazepin-2-yl)ethynyl)-1H-pyrazol-1-yl)methyl)benzyl)amino)-1-oxoisoindolin-2-yl)piperidin-2,6-dion C(C1=CC=CC=C1)C1=C(SC=2N3C(COCC21)=NN=C3C)C#CC=3C=NN(C3)CC3=CC=C(CNC2=C1CN(C(C1=CC=C2)=O)C2C(NC(CC2)=O)=O)C=C3